ClC=1C=C(C=CC1F)NC1=NC=NC2=CC(=CC(=C12)OC(C)C1=NN=CN1C)C=1C=NN(C1)C N-(3-chloro-4-fluorophenyl)-7-(1-methyl-1H-pyrazol-4-yl)-5-(1-(4-methyl-4H-1,2,4-triazol-3-yl)ethoxy)quinazolin-4-amine